(3,4-difluorophenyl)-N-{[4-(1-methyl-1H-imidazol-2-yl)-2,5-dioxoimidazolidin-4-yl]methyl}-2H-1,2,3-triazole-4-carboxamide FC=1C=C(C=CC1F)N1N=CC(=N1)C(=O)NCC1(NC(NC1=O)=O)C=1N(C=CN1)C